ClC=1C=CC(=C(C1)N1CC(N(CC1=O)C(C(=O)NC1=CC2=CN(N=C2C=C1)C)CC=1N=CN(C1)C)=O)N1N=NC(=C1)Cl 2-(4-(5-chloro-2-(4-chloro-1H-1,2,3-triazol-1-yl)phenyl)-2,5-dioxopiperazin-1-yl)-3-(1-methyl-1H-imidazol-4-yl)-N-(2-methyl-2H-indazol-5-yl)propanamide